2-(3-chlorobenzyl)-8-methyl-N-(3-methylbenzyl)-4,5-dihydro-2H-furo[2,3-g]indazole-7-carboxamide ClC=1C=C(CN2N=C3C4=C(CCC3=C2)OC(=C4C)C(=O)NCC4=CC(=CC=C4)C)C=CC1